naphth[2,3-b]oxirane O1C2=C1C=C1C=CC=CC1=C2